5-[(2R)-4-(7-chloro-2,3-dihydro-1H-indole-1-carbonyl)-2-ethylpiperazin-1-yl]-2'-ethoxy-N-[(3R)-pyrrolidin-3-yl]-[2,3'-bipyridine]-6-carboxamide ClC=1C=CC=C2CCN(C12)C(=O)N1C[C@H](N(CC1)C=1C=CC(=NC1C(=O)N[C@H]1CNCC1)C=1C(=NC=CC1)OCC)CC